FC(CO)(F)C=1C(=C(C=CC1)[C@@H](C)NC1=NC(=NC2=CC3=C(C=C12)N(C([C@H](O3)C)=O)C)C)F (R)-4-(((R)-1-(3-(1,1-difluoro-2-hydroxyethyl)-2-fluorophenyl)ethyl)amino)-2,6,8-trimethyl-6H-[1,4]oxazino[3,2-g]quinazolin-7(8H)-one